3-(3-cyano-4-((2-isopropyl-1H-imidazol-1-yl)methyl)phenyl)-5-isobutyl-thiophene-2-sulfonamide C(#N)C=1C=C(C=CC1CN1C(=NC=C1)C(C)C)C1=C(SC(=C1)CC(C)C)S(=O)(=O)N